Butyl-3,5-diethyl-4-hydroxy-pyrazol C(CCC)N1N=C(C(=C1CC)O)CC